FC1=C(CN2[C@@H](CCC2=O)CC(=O)NC(C(=O)NC2=CC(=C(C=C2)F)OC)C(C)C)C=CC=C1F 2-(2-((S)-1-(2,3-Difluorobenzyl)-5-oxopyrrolidin-2-yl)acetamido)-N-(4-fluoro-3-methoxyphenyl)-3-methylbutanamide